3-bromo-6-[1-(2-methoxyethyl)-1H-pyrazol-4-yl]pyrazolo[1,5-a]pyridine BrC=1C=NN2C1C=CC(=C2)C=2C=NN(C2)CCOC